CC1=NN=C(S1)NC(=O)C1=CC(=CS1)[C@H]1[C@@H](C1)NC(OC(C)(C)C)=O tert-butyl ((1R,2S)-2-(5-((5-methyl-1,3,4-thiadiazol-2-yl)carbamoyl)thiophen-3-yl)cyclopropyl)carbamate